(2S)-2-[[(3S)-1-[(E)-3-iodoprop-2-enoyl]pyrrolidine-3-carbonyl]-methyl-amino]-3-methyl-butanoic acid tert-butyl ester C(C)(C)(C)OC([C@H](C(C)C)N(C)C(=O)[C@@H]1CN(CC1)C(\C=C\I)=O)=O